F[B-](F)(F)F.CON1CC=C(C2=CC=CC=C12)C N-methoxy-4-methylquinoline fluoroborate